ClC=1SC(=C(N1)C(=O)O)N[C@H](C)C1=C2N=C(C(=NC2=CC(=C1)C)C#N)N1CCC(CC1)(F)F (R)-2-chloro-5-((1-(2-cyano-3-(4,4-difluoropiperidin-1-yl)-7-methylquinoxalin-5-yl)ethyl)amino)thiazole-4-carboxylic acid